OC1=C(C=CC=C1)C=C(C(=O)N)C (hydroxyphenyl)methacrylamide